ClC=1C=C(C=NC1)C=1SC(=C(N1)C1=NN(C(C=C1)=O)CC(=O)NCC)C1CC1 2-(3-(2-(5-chloropyridin-3-yl)-5-cyclopropylthiazol-4-yl)-6-oxopyridazin-1(6H)-yl)-N-ethylacetamide